(3R)-4-amino-3-methyl-N-((1S)-spiro[2.5]octan-1-yl)-N-((5-(trifluoromethyl)-2-pyridinyl)methyl)-1,3-dihydrofuro[3,4-c]quinoline-8-carboxamide NC1=NC=2C=CC(=CC2C2=C1[C@H](OC2)C)C(=O)N(CC2=NC=C(C=C2)C(F)(F)F)[C@H]2CC21CCCCC1